ClC1=NC=C(C(=C1)N1C[C@H]2C([C@H]2C1)CO)C#CC=1C=NN(C1)C(F)(F)F ((1r,5s,6r)-3-(2-chloro-5-((1-(trifluoromethyl)-1H-pyrazol-4-yl)ethynyl)pyridin-4-yl)-3-azabicyclo[3.1.0]hex-6-yl)methanol